ClC1=C(C=2N=C(N=C(C2C=N1)N([C@H]1[C@H](N(CC1)C(=O)OC(C)(C)C)CC)C)OC[C@]12CCCN2C[C@@H](C1)F)F tert-butyl (2R,3R)-3-((7-chloro-8-fluoro-2-(((2R,7aS)-2-fluorotetrahydro-1H-pyrrolizin-7a(5H)-yl)methoxy)pyrido[4,3-d]pyrimidin-4-yl)(methyl)amino)-2-ethylpyrrolidine-1-carboxylate